N-(2-(4-(4-acetylpiperazine-1-yl)piperidine-1-yl)-5-((6-((R)-3-(2,3-difluorophenyl)isoxazolidine-2-yl)pyrimidine-4-yl)amino)-4-methoxy-phenyl)acrylamide C(C)(=O)N1CCN(CC1)C1CCN(CC1)C1=C(C=C(C(=C1)OC)NC1=NC=NC(=C1)N1OCC[C@@H]1C1=C(C(=CC=C1)F)F)NC(C=C)=O